N-(tert-butyl)-9-(5-cyanopyridin-3-yl)-1-(3,5-dichlorophenyl)-8-methoxy-N-methyl-4,5-dihydro-1H-benzo[2,3]oxepino[4,5-c]pyrazole-3-carboxamide C(C)(C)(C)N(C(=O)C=1C2=C(N(N1)C1=CC(=CC(=C1)Cl)Cl)C1=C(OCC2)C=C(C(=C1)C=1C=NC=C(C1)C#N)OC)C